ClC=1C=CC=C2C=CC=C(C12)N1CC=2N=C(N=C(C2CC1)N1C[C@H]2C[C@@H]([C@@H](C1)N2)COC)OC[C@H]2N(CCC2)C 7-(8-chloronaphthalen-1-yl)-4-((1R,5S,6S)-6-(methoxymethyl)-3,8-diazabicyclo[3.2.1]octan-3-yl)-2-(((S)-1-methylpyrrolidin-2-yl)methoxy)-5,6,7,8-tetrahydropyrido[3,4-d]pyrimidine